CN1C=C(C=C1)C1=CC(=NN1)NC1=CC=C(C=C1)O 4-((5-(1-methyl-1H-pyrrol-3-yl)-1H-pyrazol-3-yl)amino)phenol